N-((2-(6-(4-oxa-7-azaspiro[2.5]octan-7-yl)pyridin-2-yl)-1,6-naphthyridin-7-yl)methyl)-4-methyl-3-(methylsulfonyl)benzamide C1CC12OCCN(C2)C2=CC=CC(=N2)C2=NC1=CC(=NC=C1C=C2)CNC(C2=CC(=C(C=C2)C)S(=O)(=O)C)=O